(Z)-2-(4-chlorobenzylidene)-6-((2,6-dibromobenzyl)sulfonyl)-2H-benzo[b][1,4]thiazin-3(4H)-one ClC1=CC=C(\C=C/2\C(NC3=C(S2)C=CC(=C3)S(=O)(=O)CC3=C(C=CC=C3Br)Br)=O)C=C1